2-chloro-5-phenyloxazole ClC=1OC(=CN1)C1=CC=CC=C1